Cl.N[C@H]1[C@@H](CCC1)CNC(=O)C1=CN(CCS1)C1=C2C(=NC=C1)NC=C2C N-(((1S,2R)-2-aminocyclopentyl)methyl)-4-(3-methyl-1H-pyrrolo[2,3-b]pyridin-4-yl)-3,4-dihydro-2H-1,4-thiazine-6-carboxamide hydrochloride